The molecule is a cyclic ketone that is (-)-phyllostine in which the carbonyl group which is furthest from the hydroxymethyl substituent has been formally reduced to give the corresponding secondary alcohol with S configuration. A metabolite of the patulin pathway in Penicillium urticae. It has a role as a Penicillium metabolite. It is an epoxide, a primary allylic alcohol, a secondary allylic alcohol, an enone and a cyclic ketone. C1=C(C(=O)[C@H]2[C@@H]([C@H]1O)O2)CO